COC([C@H](C[C@H]1C(NCCC1)=O)NC([C@H](CC1CC1)NC(=O)C=1NC2=CC=CC(=C2C1)OC)=O)=O.C(C)N(CC)CCC[Si](Cl)(Cl)Cl N,N-diethylaminopropyl-trichlorosilane methyl-(2S)-2-[[(2S)-3-cyclopropyl-2-[(4-methoxy-1H-indole-2-carbonyl)amino]propanoyl]amino]-3-[(3S)-2-oxo-3-piperidyl]propanoate